C[C@@H]1CNCC[C@@H]1C1=CC(=CC=C1)OC(F)(F)F cis-3-methyl-4-(3-(trifluoromethoxy)phenyl)piperidine